N-(3-bromo-4-fluorophenyl)-4-((2-((3S,4R)-3,4-dihydroxypyrrolidin-1-yl)-2-oxoethyl)thio)-N'-hydroxy-1,2,5-oxadiazole-3-carboximidamide BrC=1C=C(C=CC1F)NC(=NO)C1=NON=C1SCC(=O)N1C[C@@H]([C@@H](C1)O)O